N,N-bis(hydroxymethyl)glycine OCN(CC(=O)O)CO